ClC=1C=CC(=C(C1)C1=CC(N(C=C1OC)C(C(=O)NC1=CC=C(C=C1)P(=O)(CC)CC)CC1=CC=CC=C1)=O)N1N=NC(=C1)Cl 2-(4-(5-Chloro-2-(4-chloro-1H-1,2,3-triazol-1-yl)phenyl)-5-methoxy-2-oxopyridine-1(2H)-yl)-N-(4-(diethylphosphoryl)phenyl)-3-phenylpropanamide